2-{[(2S,4S)-4-[(2-{[(5-Chloro-3-fluoropyridin-2-yl)oxy]methyl}pyrimidin-4-yl)oxy]-2-ethylpiperidin-1-yl]methyl}-1-[(oxetan-2-yl)methyl]-1H-1,3-benzodiazole-6-carboxylic acid ClC=1C=C(C(=NC1)OCC1=NC=CC(=N1)O[C@@H]1C[C@@H](N(CC1)CC1=NC2=C(N1CC1OCC1)C=C(C=C2)C(=O)O)CC)F